C(C)(C)(C)OC(=O)N[C@H](C(=O)N1[C@@H]([C@H]2C([C@H]2C1)(C)C)C(=O)OC)C(C)(C)O methyl (1R,2S,5S)-3-((S)-2-((tert-butoxycarbonyl)amino)-3-hydroxy-3-methylbutanoyl)-6,6-dimethyl-3-azabicyclo[3.1.0]hexane-2-carboxylate